C(C(O)C)(=O)[O-].[Ca+2].C(C(O)C)(=O)[O-] CALCIUM (+2) LACTATE